OCC[C@@H]1C[C@@H](CCC1)OC1=C(C=CC(=C1)C)S(=O)(=O)N1[C@@H](CCC1)C(=O)OC(C)(C)C |o1:3,5| tert-Butyl ((2-(((1R*,3R*)-3-(2-hydroxyethyl)cyclohexyl)oxy)-4-methylphenyl)sulfonyl)-L-prolinate